6-(4-methylpiperazine-1-yl)-11H-benzo[c][1]benzazepine CN1CCN(CC1)C1=NC2=C(CC3=C1C=CC=C3)C=CC=C2